COC(=O)C1(NCCC1)C\C=C(/C)\C1=CC=C(C=C1)F (E)-methyl-2-(3-(4-fluorophenyl)but-2-en-1-yl)pyrrolidin-2-carboxylate